3-fluoro-2-(2-fluorophenyl)-1-phenyl-1H-pyrrole FC1=C(N(C=C1)C1=CC=CC=C1)C1=C(C=CC=C1)F